BrC1=CC(=C(C(=C1)NC1CCOCC1)N)F 5-bromo-3-fluoro-N1-(tetrahydro-2H-pyran-4-yl)benzene-1,2-diamine